6-bromo-1H-pyrrolo[3,2-c]pyridine-2-carbaldehyde BrC1=CC2=C(C=N1)C=C(N2)C=O